FC1([C@H]2CC=3C(=NNC3C[C@]21C)C=2NC1=CC(=CC=C1C2)C(=O)N2CCN(CC2)CC2CCN(CC2)C2=CC=C(C=N2)N2C(NC(CC2)=O)=O)F 1-(6-{4-[(4-{2-[(4aS,5aR)-5,5-difluoro-5a-methyl-1H,4H,4aH,6H-cyclopropa[f]indazol-3-yl]-1H-indole-6-carbonyl}piperazin-1-yl)methyl]piperidin-1-yl}pyridin-3-yl)-1,3-diazinane-2,4-dione